C(C)(=O)C=1C(OC2=C(C1N1CCOCC1)C=CC(=C2)NC2=NC=CC(=N2)C2=CC=C(C=C2)OC)=O 3-acetyl-7-{[4-(4-methoxyphenyl)pyrimidin-2-yl]amino}-4-morpholino-2H-benzopyran-2-one